[Cl-].CC(C)[NH3+] PROPAN-2-AMINIUM CHLORIDE